N1(CCOCC1)C(=O)N1C[C@H](C[C@H](C1)C1=CC=CC=C1)OC=1C=C(CNC(OC(C)(C)C)=O)C=CC1 cis-tert-butyl (3-((1-(morpholine-4-carbonyl)-5-phenylpiperidin-3-yl)oxy)benzyl)carbamate